(R)-N-((R)-1-(3,6-dimethyl-2-(1-methyl-1H-imidazol-4-yl)-4-oxo-3,4-dihydroquinazolin-8-yl)ethyl)-2-methylpropane-2-sulfinamide CN1C(=NC2=C(C=C(C=C2C1=O)C)[C@@H](C)N[S@](=O)C(C)(C)C)C=1N=CN(C1)C